ClC=1C(=NC(=NC1)NC1CCOCC1)C=1C=C2C(=NC1)CN(C2=O)CC(=O)N[C@H](C)C2=CC(=CC=C2)C 2-(3-{5-chloro-2-[(oxan-4-yl)amino]pyrimidin-4-yl}-5-oxo-5H,6H,7H-pyrrolo[3,4-b]pyridin-6-yl)-N-[(1R)-1-(3-methylphenyl)ethyl]acetamide